CC1C(OCC1=O)=O 3-methyl-2,4(3H,5H)-furandione